2-(3-(quinazolin-4-ylamino)bicyclo[1.1.1]pentan-1-yl)propanamide N1=CN=C(C2=CC=CC=C12)NC12CC(C1)(C2)C(C(=O)N)C